N1CC(C1)CN1CC(C1)OCCOC 1-(azetidin-3-ylmethyl)-3-(2-methoxyethoxy)azetidine